(6Z)-10-(methoxymethylene)tetracos-6-ene COC=C(CC\C=C/CCCCC)CCCCCCCCCCCCCC